2-Amino-7-fluoro-4-(5-fluoro-3-(3-(methyl(oxetan-3-yl)amino)azetidin-1-yl)-7,9-dihydrofuro[3,4-f]quinazolin-6-yl)thieno[3,2-c]pyridine-3-carbonitrile NC1=C(C=2C(=NC=C(C2S1)F)C=1C2=C(C=3C=NC(=NC3C1F)N1CC(C1)N(C1COC1)C)COC2)C#N